CN1CCN(CCC1)C(=O)OC1CCC2C3CCC4CCCC4C3CCC2=C1 2,3,6,7,8,9,10,11,12,13,14,15,16,17-tetradecahydro-1H-cyclopenta[a]phenanthren-3-yl 4-methyl-1,4-diazepane-1-carboxylate